Hexylamine succinate C(CCC(=O)O)(=O)O.C(CCCCC)N